N-Phenyl-4-pyrimidinamine C1(=CC=CC=C1)NC1=NC=NC=C1